tert-butyl (R)-4-ethynyl-2,2,4-trimethyloxazolidine-3-carboxylate C(#C)[C@]1(N(C(OC1)(C)C)C(=O)OC(C)(C)C)C